BrCCCCC#CCOC1OCCCC1 2-((7-bromohept-2-yn-1-yl)oxy)tetrahydro-2H-pyran